(3aR)-Tetrahydro-3H-pyrrolo[1,2-c][1,2,3]oxathiazole-1,1-dioxide S1(OC[C@@H]2N1CCC2)(=O)=O